NCCCN1C(N([C@@H](C1)C(=O)N(C)C1=C(C(=C(C=C1)F)Cl)F)C1=NC(=CC(=C1)C(F)(F)F)C)=O (S)-1-(3-aminopropyl)-N-(3-chloro-2,4-difluorophenyl)-N-methyl-3-(6-methyl-4-(trifluoromethyl)pyridin-2-yl)-2-oxoimidazolidine-4-carboxamide